CC1=C(C=CC(=C1)C)S(=O)(=O)C1=CC=CC=C1 (2,4-dimethylphenyl)phenylsulfone